(1S,2S)-N-(7-chloro-6-(1-((3S,4S)-4-hydroxy-3-methyltetrahydrofuran-3-yl)piperidin-4-yl)isoquinolin-3-yl)-2-(2-hydroxypropan-2-yl)cyclopropane-1-carboxamide ClC1=C(C=C2C=C(N=CC2=C1)NC(=O)[C@@H]1[C@H](C1)C(C)(C)O)C1CCN(CC1)[C@]1(COC[C@H]1O)C